[OH-].C(C(=C)C)(=O)NCCC[N+](CCC(C)S(=O)(=O)O)(C)C [3-(methacryloylamino)propyl]dimethyl-(3-sulfobutyl)ammonium hydroxide